(2-((1-((dimethylamino)methyl)cyclopropyl)methoxy)-4-hydroxy-5,7-dihydro-6H-pyrrolo[3,4-d]pyrimidin-6-yl)(3-hydroxy-8-iodonaphthalen-1-yl)methanone dihydrochloride Cl.Cl.CN(C)CC1(CC1)COC=1N=C(C2=C(N1)CN(C2)C(=O)C2=CC(=CC1=CC=CC(=C21)I)O)O